Cl.NC=1C=CC(=C(C1)N1C(C(=C(C=C1C)OCC1=C(C=C(C=C1)F)F)Br)=O)F 1-(5-amino-2-fluorophenyl)-3-bromo-4-[(2,4-difluorobenzyl)oxy]-6-methylpyridin-2(1H)-one hydrochloride